ClC1=C(C=CC(=C1NC=1C(=C2C(N(C=NC2=CC1)C)=O)C)F)NS(=O)(=O)C1=C(C=CC(=C1)F)F N-(2-chloro-3-((3,5-dimethyl-4-oxo-3,4-dihydroquinazolin-6-yl)amino)-4-fluorophenyl)-2,5-difluorobenzenesulfonamide